5-(2,5-dihydroxy-3-sulfobenzamido)isophthalic acid OC1=C(C(=O)NC=2C=C(C=C(C(=O)O)C2)C(=O)O)C=C(C=C1S(=O)(=O)O)O